ClC1=C(COCC(C)(C)NC(=O)C=2C=C3C(=NC2)CCC3)C=CC=C1 N-(1-((2-chlorobenzyl)oxy)-2-methylpropan-2-yl)-6,7-dihydro-5H-cyclopenta[b]pyridine-3-carboxamide